6-Fluoro-5-nitro-2,3-dihydrobenzofuran-3-ol FC1=CC2=C(C(CO2)O)C=C1[N+](=O)[O-]